FC=1C(=C2C(=CNC2=CC1)CCNC(C)C)OC N-(2-(5-fluoro-4-methoxy-1H-indol-3-yl)ethyl)propan-2-amine